4,4'-bis(methyl-thio)-1,1'-biphenyl CSC1=CC=C(C=C1)C1=CC=C(C=C1)SC